C1(CC1)C([C@@H](C(=O)NC=1C=C2CC(CC2=CC1)(N1C(NC(C1)C(F)(F)F)=O)C(C)C)NC(=O)C1=NON=C1C)C1CC1 N-((2S)-1,1-dicyclopropyl-3-((2-isopropyl-2-(2-oxo-4-(trifluoromethyl)imidazolidin-1-yl)-2,3-dihydro-1H-inden-5-yl)amino)-3-oxopropan-2-yl)-4-methyl-1,2,5-oxadiazole-3-carboxamide